BrC(C1=NOC(=C1)C(Br)(Br)Br)(Br)Br 3,5-bis[tribromomethyl]isoxazole